C[Si](C(C)(C)C)(C)O[Si](C(C)(C)C)(C)C bis(dimethyl-tert-butylsilyl) ether